(S)-6-((benzyloxy)methyl)-8-toluenesulfonyl-5-oxa-8-azaspiro[2.6]nonane C(C1=CC=CC=C1)OC[C@H]1OCC2(CC2)CN(C1)S(=O)(=O)CC1=CC=CC=C1